C1(=CC=CC=C1)C(=O)SC1CS(CC1)(=O)=O 3-phenylcarbonylthiotetrahydrothiophene-1,1-dioxide